BrC=1C=CC(=C(OCCC(=O)O)C1)[C@H]1OC2=C(C=CC=C2C(C1)=O)Cl 3-[5-bromo-2-[(2S)-8-chloro-4-oxo-chroman-2-yl]phenoxy]propionic acid